C(#N)C1=CC=C(OC(C(=O)NC=2SC3=C(N2)C=C(C(=C3)OC)OC)C3=CC=C(C=C3)S(=O)(=O)C3=CC=C(C=C3)OC)C=C1 2-(4-Cyano-phenoxy)-N-(5,6-dimethoxy-benzothiazol-2-yl)-2-[4-(4-methoxy-benzenesulfonyl)-phenyl]-acetamide